(R)-tert-butyl (1-(4-methyl-4H-1,2,4-triazol-3-yl)piperidin-3-yl)carbamate CN1C(=NN=C1)N1C[C@@H](CCC1)NC(OC(C)(C)C)=O